C(#C)C=1C=NN(C1)CC1CN(C1)C(=O)OC(C)(C)C tert-butyl 3-[(4-ethynylpyrazol-1-yl)methyl]azetidine-1-carboxylate